(5-carboxypentyl)triphenylphosphonium Bromide [Br-].C(=O)(O)CCCCC[P+](C1=CC=CC=C1)(C1=CC=CC=C1)C1=CC=CC=C1